(3S,7aS)-3-(((2-(trifluoromethyl)pyrimidin-4-yl)oxy)methyl)tetrahydro-1H-pyrrolizine FC(C1=NC=CC(=N1)OC[C@@H]1CCC2=CCCN12)(F)F